C(CCC)(=O)OCCCCCCCCCCCC dodecanyl butyrate